FC1=CC(=C(C=C1C1=CC=C(C=C1)N1CCCC1)C=1N(C(C=C(C1C(=O)N)C(F)(F)F)=O)C)N1C[C@H](N([C@H](C1)C)C)C 4-fluoro-5-(4-pyrrolidin-1-ylphenyl)-2-[(3R,5S)-3,4,5-trimethylpiperazin-1-yl]phenyl-1-methyl-6-oxo-4-(trifluoromethyl)pyridine-3-carboxamide